N1C=C(C2=CC=CC=C12)CCN(C)CC1=CC(=CC=C1)CO 2-(1H-indol-3-yl)-N-(3-hydroxymethylbenzyl)-N-methylethan-1-amine